9,9-bis[4-(aminophenoxy)phenyl]fluorene NC1=C(OC2=CC=C(C=C2)C2(C3=CC=CC=C3C=3C=CC=CC23)C2=CC=C(C=C2)OC2=C(C=CC=C2)N)C=CC=C1